NC1=CC=C(C(=C1C(=O)N(C)CCO)F)C=1C=C2C(=NC1)NCC21CC1 6-amino-3-(1',2'-dihydrospiro[cyclopropane-1,3'-pyrrolo[2,3-b]pyridin]-5'-yl)-2-fluoro-N-(2-hydroxyethyl)-N-methylbenzamide